5-[[2-[6-(5-cyclopropyl-4H-1,2,4-triazol-3-yl)-2-azaspiro[3.3]heptane-2-carbonyl]-2-azaspiro[3.3]heptan-6-yl]methyl]-2-(trifluoromethyl)isonicotinonitrile C1(CC1)C=1NC(=NN1)C1CC2(CN(C2)C(=O)N2CC3(C2)CC(C3)CC3=CN=C(C=C3C#N)C(F)(F)F)C1